1,1,1,7,7,7-hexafluoro-3,5-bis(trifluoromethyl)hepta-2,4-diene FC(C=C(C=C(CC(F)(F)F)C(F)(F)F)C(F)(F)F)(F)F